tellurium selenide [Te]=[Se]